COC(=O)C1=CN(C(C=C1OS(=O)(=O)C1=CC=C(C)C=C1)=O)C1(CC1)CF 1-(1-(fluoromethyl)cyclopropyl)-6-oxo-4-(p-toluenesulfonyloxy)-1,6-dihydropyridine-3-carboxylic acid methyl ester